1,5-anhydro-2,3-dideoxy-3-(7,8-dimethyl-6-(4-(oxetan-3-ylcarbamoyl)benzyl)-4-oxoquinazolin-3(4H)-yl)-L-threo-pentitol CC1=C(C=C2C(N(C=NC2=C1C)[C@H]1CCOC[C@@H]1O)=O)CC1=CC=C(C=C1)C(NC1COC1)=O